[Na].ClC=1C=CC2=C(CC(CC=3N2C(=NN3)[C@@H]3CC[C@H](CC3)OC3=NC=CC=C3)OC(C)O)C1 ({8-chloro-1-[trans-4-(pyridin-2-yloxy)cyclohexyl]-5,6-dihydro-4H-[1,2,4]triazolo[4,3-a][1]benzazepin-5-yl}oxy)ethanol sodium